2-Ethyl-2-hexenal C(C)C(C=O)=CCCC